7-[(5-nitrofuran-2-yl)methoxy]-3H-phenoxazin-3-one [N+](=O)([O-])C1=CC=C(O1)COC=1C=C2OC3=CC(C=CC3=NC2=CC1)=O